2-di-tert-butylphosphino-3,6-dimethoxy-2',4',6'-triisopropyl-1,1'-biphenyl C(C)(C)(C)P(C1=C(C(=CC=C1OC)OC)C1=C(C=C(C=C1C(C)C)C(C)C)C(C)C)C(C)(C)C